1-(6-(2-hydroxyethyl)pyridin-3-yl)-3-((2-(trimethylsilyl)ethoxy)methyl)pyrimidine-2,4(1H,3H)-dione OCCC1=CC=C(C=N1)N1C(N(C(C=C1)=O)COCC[Si](C)(C)C)=O